1,1'-methylenebis(4-isothiocyanato-3-methylbenzene) C(C1=CC(=C(C=C1)N=C=S)C)C1=CC(=C(C=C1)N=C=S)C